N-isobutoxy-3-methoxybenzamide C(C(C)C)ONC(C1=CC(=CC=C1)OC)=O